ClC1=CC=CC(=N1)C(C)N1C(C=2N([C@@H](C1)C(=O)NC)N=C1C2CN([C@@H](C1)C)C(C1=CC(=C(C=C1)Cl)Cl)=O)=O (3R,7S)-9-(1-(6-Chloropyridin-2-yl)ethyl)-2-(3,4-dichlorobenzoyl)-N,3-dimethyl-10-oxo-1,2,3,4,7,8,9,10-octahydropyrido[4',3':3,4]pyrazolo[1,5-a]pyrazine-7-carboxamide